propylene glycol methyl ether acetat C(C)(=O)OC(COC)C